NC=1C(N(C=CC1)C1CCC(CC1)(F)F)=O 3-amino-1-(4,4-difluorocyclohexyl)pyridin-2(1H)-one